1-(2-chloro-7,8-dihydro-1,6-naphthyridin-6(5H)-yl)-3,3-dimethylbutan-1-one ClC1=NC=2CCN(CC2C=C1)C(CC(C)(C)C)=O